hydroxy-3-(4-hydroxyphenyl)propanamide, dipotassium salt [K+].[K+].OC(C(=O)[NH-])CC1=CC=C(C=C1)O.OC(C(=O)[NH-])CC1=CC=C(C=C1)O